tert-butyl 3-(5-(1-hydroxyethyl)thiazol-2-yl)pyrrolidine-1-carboxylate OC(C)C1=CN=C(S1)C1CN(CC1)C(=O)OC(C)(C)C